6-methyl-2,3-diphenyl-quinoxaline CC=1C=C2N=C(C(=NC2=CC1)C1=CC=CC=C1)C1=CC=CC=C1